tert-butyl 4-bromo-2,3-dihydro-pyrrolo[2,3-b]pyridine-1-carboxylate BrC1=C2C(=NC=C1)N(CC2)C(=O)OC(C)(C)C